CS(=O)(=O)[O-].C(CC)[NH+]1C=C(C=C1)CC 1-Propyl-3-ethylpyrrolium methansulfonat